1-((6-(1-(2,6-dichlorophenyl)azetidin-3-yl)pyridin-3-yl)methyl)-3-methylazetidin-3-ol, formic acid salt C(=O)O.ClC1=C(C(=CC=C1)Cl)N1CC(C1)C1=CC=C(C=N1)CN1CC(C1)(O)C